Cl.C(C)N=C=NCCCN(C)C 1-Ethyl-3-(3-dimethylamino-propyl)-carbodiimid-hydrochlorid